FC(C(=O)O)(F)F.CC1=NOC(=N1)CCCCC 1-(3-methyl-1,2,4-oxadiazol-5-yl)pentane trifluoroacetate